1,3,6,9,12,14,17,20-octaoxacyclodocosane-2,13-dione O1C(OCCOCCOCCOC(OCCOCCOCC1)=O)=O